[Be].[Be].[Ni] nickel beryllium compound with beryllium